CC1(CC(C1)N1N=NC2=C1C(=CC(=C2)B2OC(C(O2)(C)C)(C)C)C(F)(F)F)O (cis)-1-methyl-3-(5-(4,4,5,5-tetramethyl-1,3,2-dioxaborolan-2-yl)-7-(trifluoromethyl)-1H-benzo[d][1,2,3]triazol-1-yl)cyclobutan-1-ol